FC1(CCC(CC1)[C@@H](C(=O)NC1=NC=CC(=C1)C(CCC)O)NC(OC(C)(C)C)=O)F tert-butyl ((1S)-1-(4,4-difluorocyclohexyl)-2-((4-(1-hydroxybutyl)pyridin-2-yl)amino)-2-oxoethyl)carbamate